N-4-Hydroxycytidine C1=CN(C(=O)N=C1NO)[C@H]2[C@@H]([C@@H]([C@H](O2)CO)O)O